4-(3-bromoprop-1-en-1-yl)-5-chloro-1-methyl-3-(trifluoromethyl)-1H-pyrazole BrCC=CC=1C(=NN(C1Cl)C)C(F)(F)F